4-(tert-butyl)-N-(prop-2-yn-1-yl)benzamide C(C)(C)(C)C1=CC=C(C(=O)NCC#C)C=C1